C=1N=CN2C1C1=CC=CC=C1[C@@H]2[C@H]2[C@H](COCC2)O (3R,4S)-4-((S)-5H-imidazo[5,1-a]isoindol-5-yl)tetrahydro-2H-pyran-3-ol